rel-(3s,6r,7s)-3,7,11-trimethyl-3,6-epoxy-1,10-dodecadien-7-ol C[C@@]1(C=C)CC[C@H]([C@](CCC=C(C)C)(O)C)O1 |o1:1,6,7|